hexahydropyrrolo-[3,4-b]pyrrol N1C=2C(CC1)CNC2